(E)-2-(4-(3-(quinolin-3-yl)-3-oxo-1-propen-1-yl)-2,6-dimethylphenoxy)-2-methylpropionic acid N1=CC(=CC2=CC=CC=C12)C(/C=C/C1=CC(=C(OC(C(=O)O)(C)C)C(=C1)C)C)=O